6-methylheptyl 3-((1-hydroxyhexan-3-yl)thio)propanoate OCCC(CCC)SCCC(=O)OCCCCCC(C)C